C(C)(CCCC)C1=CC=C(C=C1)S(=O)(=O)N1C=C(C2=CC=CC=C12)/C=C/C(=O)C1=CC=CC=C1 (E)-3-(1-((4-(sec-hexyl)phenyl)sulfonyl)-1H-indol-3-yl)-1-phenylprop-2-en-1-one